1-[4-(4-hydroxy-2-methylpyrido[3,4-d]pyrimidin-6-yl)piperazin-1-yl]ethan-1-one OC=1C2=C(N=C(N1)C)C=NC(=C2)N2CCN(CC2)C(C)=O